Ethyl 5-(3,4-dimethoxyphenyl)-1,1-dioxo-2H-1λ6,2,6-thiadiazine-3-carboxylate COC=1C=C(C=CC1OC)C=1C=C(NS(N1)(=O)=O)C(=O)OCC